2-methyl-3-(p-methyl-phenyl)-propanal CC(C=O)CC1=CC=C(C=C1)C